NCCOCCOCCOCCS[C@H]1O[C@@H]([C@@H]([C@@H]([C@H]1NC(C)=O)O)O)CO N-((2R,3R,4R,5R,6R)-2-((2-(2-(2-(2-aminoethoxy)ethoxy)ethoxy)ethyl)thio)-4,5-dihydroxy-6-(hydroxymethyl)tetrahydro-2H-pyran-3-yl)acetamide